2,2'-bipyridin-4,4'-yl-dimethanol N1=C(C=C(C=C1)CO)C1=NC=CC(=C1)CO